n-butyl (di-octylcarbamoyl)ethylphosphonate C(CCCCCCC)N(C(=O)CCP(OCCCC)([O-])=O)CCCCCCCC